(S)-tert-Butyl ((6-(2,2'-dichloro-3'-(4,4,5,5-tetramethyl-1,3,2-dioxaborolan-2-yl)-[1,1'-biphenyl]-3-yl)-5-fluoro-2-methoxypyridin-3-yl)methyl)((5-oxopyrrolidin-2-yl)methyl)carbamate ClC1=C(C=CC=C1C1=C(C=C(C(=N1)OC)CN(C(OC(C)(C)C)=O)C[C@H]1NC(CC1)=O)F)C1=C(C(=CC=C1)B1OC(C(O1)(C)C)(C)C)Cl